C(C)(C)(C)OC(=O)N1C[C@@H]2[C@H](C1)CC(C2)(C)C#N.C(C)(C)(CC)C=2C=C1C(C=3C=CC=CC3C(C1=CC2)=O)=O 6-tertiary amyl-anthraquinone tert-Butyl-(3aR,5r,6aS)-5-cyano-5-methylhexahydrocyclopenta[c]pyrrole-2(1H)-carboxylate